N=1N(N=C2C1C=CC=C2)C2=C(C(=CC(=C2)C(C)(CC(C)(C)C)C)C(C)(C)C2=CC=CC=C2)O 2-(2H-benzotriazol-2-yl)-6-(2-phenyl-2-propanyl)-4-(2,4,4-trimethyl-2-pentanyl)phenol